CS(=O)(=O)C1=CC(=C(C(=O)OC)C=C1)N1CCC2(CC2)CC1 Methyl 4-(methylsulfonyl)-2-(6-azaspiro[2.5]octan-6-yl)benzoate